C(#N)CCN1C(CCC1=O)C(=O)NC1=C(C=CC(=C1)OC1=CC=C(C=C1)C(F)(F)F)OC 1-(2-cyanoethyl)-N-(2-methoxy-5-(4-(trifluoromethyl)phenoxy)phenyl)-5-oxopyrrolidine-2-carboxamide